tert-Butyl (4R)-4-((1R,2S)-1-{[tert-butyl(dimethyl)silyl]oxy}-3-hydroxy-2-methylpropyl)-2,2-dimethyl-1,3-oxazolidine-3-carboxylate [Si](C)(C)(C(C)(C)C)O[C@H]([C@H](CO)C)[C@@H]1N(C(OC1)(C)C)C(=O)OC(C)(C)C